N-(tertbutyldimethylsilyl)-1-(2-((tert-butyldimethylsilyl)oxy)ethyl)-1H-pyrazole-3-sulfonamide C(C)(C)(C)[Si](NS(=O)(=O)C1=NN(C=C1)CCO[Si](C)(C)C(C)(C)C)(C)C